C(C)[C@H]1OC2=C(CN(C1)CC=1C=C(C=CC1C)[C@@H]([C@@H](C(=O)O)C)C1=C(C3=C(N(N=N3)CC)C=C1)C)C=CC=C2 (2S,3R)-3-(3-(((R)-2-Ethyl-2,3-dihydrobenzo[f][1,4]oxazepin-4(5H)-yl)methyl)-4-methylphenyl)-3-(1-ethyl-4-methyl-1H-benzo[d][1,2,3]triazol-5-yl)-2-methylpropanoic acid